[Li].ClC1=C(C=CC=C1)C(C(C)C=1N(C(C(=C(N1)C(=O)O)OC)=O)C)C1=NN=CN1C 2-(1-(2-chlorophenyl)-1-(4-methyl-4H-1,2,4-triazol-3-yl)propan-2-yl)-5-methoxy-1-methyl-6-oxo-1,6-dihydropyrimidine-4-carboxylic acid lithium